C(C)(=O)NC1CCN(CC1)CC1=C(C=C(C=C1)C1=NC=CC(=C1C)C=1C(=C(C=CC1)C1=CC=C(C(=N1)OC)CN1CCC(CC1)NC(C)=O)C)OC N-(1-((6-(3-(2-(4-((4-Acetamidopiperidin-1-yl)methyl)-3-methoxyphenyl)-3-methylpyridin-4-yl)-2-methylphenyl)-2-methoxypyridin-3-yl)methyl)piperidin-4-yl)acetamide